(Z)-2-(5-(4-hydroxy-3-methoxybenzylidene)-4-oxo-2-thioxothiazolidin-3-yl)acetic acid OC1=C(C=C(\C=C/2\C(N(C(S2)=S)CC(=O)O)=O)C=C1)OC